1-(4-(7,7-difluoro-2-((2S,3R)-3-fluoro-2-methylazetidin-1-yl)-6,7-dihydro-5H-cyclopenta[d]pyrimidin-4-yl)phenyl)-2-(methylsulfonyl)ethan-1-amine FC1(CCC2=C1N=C(N=C2C2=CC=C(C=C2)C(CS(=O)(=O)C)N)N2[C@H]([C@@H](C2)F)C)F